BrC1=CC(=NC=N1)NCC=1N=C2N(C=C(C=C2N2CC3N(CC2)CC(C3)(F)F)C3CC3)C1 6-bromo-N-((6-cyclopropyl-8-(7,7-difluorohexahydropyrrolo[1,2-a]pyrazin-2(1H)-yl)imidazo[1,2-a]pyridin-2-yl)methyl)pyrimidin-4-amine